rac-1-((2-(2,6-dioxopiperidin-3-yl)-1-oxoisoindolin-5-yl)methyl)-3-(4-(((1S,3S)-3-(hydroxymethyl)cyclopentyl)methoxy)phenyl)urea O=C1NC(CC[C@H]1N1C(C2=CC=C(C=C2C1)CNC(=O)NC1=CC=C(C=C1)OC[C@@H]1C[C@H](CC1)CO)=O)=O |&1:6|